(2S,3R)-N-(cyclobutylmethyl)-3-hydroxy-2-(1-oxo-2,5-diazaspiro[3.4]octan-2-yl)butanamide C1(CCC1)CNC([C@H]([C@@H](C)O)N1C(C2(C1)NCCC2)=O)=O